alpha-ketoglutaric acid (2-Ketoglutarate) O=C(C(=O)O)CCC(=O)O.O=C(C(=O)O)CCC(=O)O